ClC1=C(C=CC=C1Cl)SC=1C=2N(C(=NC1)N1CCC3(CC[C@H]3N)CC1)C=CN2 (R)-7-(8-((2,3-dichlorophenyl)thio)imidazo[1,2-c]pyrimidin-5-yl)-7-aza-spiro[3.5]nonan-1-amine